C(C)(=O)C1=C(C=CC(=C1)C(F)(F)F)CCC1CN(C1)C(=O)OC(C)(C)C tert-Butyl 3-[2-[2-acetyl-4-(trifluoromethyl)phenyl]ethyl]azetidine-1-carboxylate